3-(1-(5-chloro-2-ethoxy-4'-methoxy-6-methyl-[1,1'-biphenyl]-3-yl)ethyl)-1-(4-methoxyphenyl)imidazo[1,5-a]pyrazin-8-amine ClC=1C=C(C(=C(C1C)C1=CC=C(C=C1)OC)OCC)C(C)C1=NC(=C2N1C=CN=C2N)C2=CC=C(C=C2)OC